BrCC1=CC=C(C=C1)[Si](OCC)(OCC)OCC 4-(bromomethyl)phenyltriethoxysilane